Tert-butyl 2-(tert-butylamino)-5,7,8,9-tetrahydro-6H-pyrido[3,2-c]azepine-6-carboxylate C(C)(C)(C)NC=1C=CC=2CN(CCCC2N1)C(=O)OC(C)(C)C